6-hydrazino-8,9-di(naphthalene-1-yl)-9H-purine N(N)C1=C2N=C(N(C2=NC=N1)C1=CC=CC2=CC=CC=C12)C1=CC=CC2=CC=CC=C12